N-(4-(1-(2-(4,4-difluoropiperidin-1-yl)pyrimidin-4-yl)-1H-1,2,3-triazol-4-yl)-3-(6-azaspiro[2.5]oct-6-yl)phenyl)-2-hydroxyethane-1-sulfonamide FC1(CCN(CC1)C1=NC=CC(=N1)N1N=NC(=C1)C1=C(C=C(C=C1)NS(=O)(=O)CCO)N1CCC2(CC2)CC1)F